(E)-N-(4-(3-(hydroxyamino)-3-oxoprop-1-en-1-yl)benzyl)-4-phenethyloxyquinoline-2-carboxamide tert-butyl-6-(hydroxy-methyl)-1,4-oxazepane-4-carboxylate C(C)(C)(C)OC(=O)N1CCOCC(C1)CO.ONC(/C=C/C1=CC=C(CNC(=O)C2=NC3=CC=CC=C3C(=C2)OCCC2=CC=CC=C2)C=C1)=O